tert-butyl (E)-(1-((hydroxyimino)methyl)-2-oxabicyclo[2.1.1]hexan-4-yl)carbamate O\N=C\C12OCC(C1)(C2)NC(OC(C)(C)C)=O